OC1=C(C(=C(C=O)C=C1)OC)OC 4-hydroxy-2,3-dimethoxy-benzaldehyde